2-(4-chlorophenyl)-N,N-diethyl-acrylamide ClC1=CC=C(C=C1)C(C(=O)N(CC)CC)=C